OCCN1C[C@@H](CCC1)NC1=NN=C(C=2N1C=CC2)C2=C(C=C(C=C2)C(F)(F)F)O 2-(4-{[(3R)-1-(2-hydroxyethyl)piperidin-3-yl]amino}pyrrolo[1,2-d][1,2,4]triazin-1-yl)-5-(trifluoromethyl)phenol